(2S,4S)-4-fluoro-1-[2-[4-(5-isoquinolyloxy)-1-piperidyl]acetyl]pyrrolidine F[C@H]1CCN(C1)C(CN1CCC(CC1)OC1=C2C=CN=CC2=CC=C1)=O